ClC=1C(=NC(=NC1)NC1=CC(=NC=C1)OC)O 5-chloro-2-((2-methoxypyridin-4-yl)amino)pyrimidin-4-ol